O1COC2=C1C=CC(=C2)N2C1=C(OCC2)C=C(C=C1)C(=O)N1CCCCC1 (4-(benzo[d][1,3]dioxol-5-yl)-3,4-dihydro-2H-benzo[b][1,4]oxazin-7-yl)(piperidin-1-yl)methanone